1,3,5-tri(carboxymethyl)benzene C(=O)(O)CC1=CC(=CC(=C1)CC(=O)O)CC(=O)O